N(=[N+]=[N-])C(C)(C1(CCCC1)F)C1=CN(C2=CN=C(C=C21)Cl)C 3-[1-azido-1-(fluorocyclopentyl)ethyl]-5-chloro-1-methylpyrrolo[2,3-c]pyridine